5-(8-((1-(4-(5,7-dimethoxy-4-oxo-3,4-dihydroquinazolin-2-yl)phenyl)piperidin-4-yl)methyl)-3,8-diazabicyclo[3.2.1]octan-3-yl)-2-(2,6-dioxopiperidin-3-yl)isoindoline COC1=C2C(NC(=NC2=CC(=C1)OC)C1=CC=C(C=C1)N1CCC(CC1)CN1C2CN(CC1CC2)C=2C=C1CN(CC1=CC2)C2C(NC(CC2)=O)=O)=O